O=C1CC(CC=2N(N=NC21)C2=CC(=C(C(=C2)F)C2=C(C=CC=C2)F)F)C(=O)O 4-oxo-1-(2,2',6-trifluoro-[1,1'-biphenyl]-4-yl)-4,5,6,7-tetrahydro-1H-benzo[d][1,2,3]triazole-6-carboxylic acid